perfluorophenyl 3,3,3-trifluoro-2-methoxy-2-phenylpropanoate FC(C(C(=O)OC1=C(C(=C(C(=C1F)F)F)F)F)(C1=CC=CC=C1)OC)(F)F